2,2,2-trifluoro-N-((2S,4R)-2-phenylpiperidin-4-yl)-N-(pyridin-2-ylmethyl)acetamide hydrochloride Cl.FC(C(=O)N(CC1=NC=CC=C1)[C@H]1C[C@H](NCC1)C1=CC=CC=C1)(F)F